CC1=CC2=C(C(=NO2)C2=C(C=CC=C2)[C@H](CC2=NC=CC=C2)N)C=C1 (S)-1-[2-(6-Methylbenzo[d]isoxazol-3-yl)phenyl]-2-(pyridine-2-yl)ethan-1-amine